ClC1=NC(=C(C(=N1)C#CC1=CC(=CC(=C1)OC)OC)C(N)=O)N 2-chloro-4-(3,5-dimethoxyphenylethynyl)-5-carbamoyl-6-aminopyrimidine